((4-nitrophenoxy)(phenoxy)phosphoryl)-L-alanine isopropyl ester C(C)(C)OC([C@@H](NP(=O)(OC1=CC=CC=C1)OC1=CC=C(C=C1)[N+](=O)[O-])C)=O